Cyclopentyl 3-{[2-(4-chlorophenyl)imidazo[1,2-a]pyridin-3-yl]methyl}-3,8-diazabicyclo[3.2.1]octane-8-carboxylate ClC1=CC=C(C=C1)C=1N=C2N(C=CC=C2)C1CN1CC2CCC(C1)N2C(=O)OC2CCCC2